3-(ethyliminomethylideneamino)propyl-dimethylazanium C(C)N=C=NCCC[NH+](C)C